4-(7-((tert-butoxycarbonyl)(3-(2-fluoroacrylamido)benzyl)amino)-3-isopropylpyrazolo[1,5-a]Pyrimidin-5-yl)-3,6-dihydropyridine-1(2H)-carboxylic acid tert-butyl ester C(C)(C)(C)OC(=O)N1CCC(=CC1)C1=NC=2N(C(=C1)N(CC1=CC(=CC=C1)NC(C(=C)F)=O)C(=O)OC(C)(C)C)N=CC2C(C)C